4-((tert-Butoxycarbonyl)amino)-5-methylbenzofuran-2-carboxylic acid ethyl ester C(C)OC(=O)C=1OC2=C(C1)C(=C(C=C2)C)NC(=O)OC(C)(C)C